Methyl (1-((1s,4s)-4-(6-fluoroquinolin-4-yl) cyclohexyl) ethyl)-1H-benzo[d]imidazole-6-carboxylate FC=1C=C2C(=CC=NC2=CC1)C1CCC(CC1)C(C)N1C=NC2=C1C=C(C=C2)C(=O)OC